Br[Pd-]P(C(C)(C)C)(C(C)(C)C)C(C)(C)C bromo(tri-tert-butylphosphino)palladium (I)